methyl (E)-3-(3-(N-((4-(3-cyclopropyl-1,2,4-oxadiazol-5-yl)bicyclo[2.2.2]octan-1-yl) methyl)cyclohexanecarboxamido)phenyl)acrylate C1(CC1)C1=NOC(=N1)C12CCC(CC1)(CC2)CN(C(=O)C2CCCCC2)C=2C=C(C=CC2)/C=C/C(=O)OC